OC=1C=CC=C(C1)C=1OC(=NN1)C1=C(C=CC=C1)O 2-(5-hydroxyphenyl)-5-(2-hydroxyphenyl)-1,3,4-oxadiazol